O=C1N(C(C=C1)=O)CCN(C(CCC(=O)O)=O)CCN1C(C=CC1=O)=O 4-(bis(2-(2,5-dioxo-2,5-dihydro-1H-pyrrol-1-yl)ethyl)amino)-4-oxobutanoic acid